CN1C(NC(C=C1C(F)(F)F)=O)=O 3-methyl-2,6-dioxo-4-(trifluoromethyl)pyrimidine